S1C(=NC2=C1C=CC=C2)C=2C(OC1=CC3=C(C=C1C2)C=CC=C3)=O 3-(BENZO[D]THIAZOL-2-YL)-2H-BENZO[G]CHROMEN-2-ON